ClC=1C=C(C(=NC1)N1C(C(N(C(C1)=O)CC1=CC=C(C=C1)C(F)(F)F)C12CC(C1)(C2)CO)=O)F 1-(5-chloro-3-fluoropyridin-2-yl)-3-(3-(hydroxymethyl)-bicyclo[1.1.1]pentan-1-yl)-4-(4-(trifluoromethyl)-benzyl)piperazine-2,5-dione